7-methyl-pyrido[2,3-d]pyrimidine-6-carbonitrile CC=1C(=CC2=C(N=CN=C2)N1)C#N